CC1OC(C2=C(O1)C=CC=C2C(=O)NCC=2C(NC(=CC2SC)C)=O)C 2,4-dimethyl-N-((6-methyl-4-(methylsulfanyl)-2-oxo-1,2-dihydropyridin-3-yl)methyl)benzo[d][1,3]dioxin-5-carboxamide